4-(3-cyclopropyl-3-hydroxy-but-1-ynyl)-3-(5-isopropyl-1,3,4-oxadiazol-2-yl)-2,6-dimethyl-1H-pyrrolo[2,3-c]pyridin-7-one C1(CC1)C(C#CC=1C2=C(C(N(C1)C)=O)NC(=C2C=2OC(=NN2)C(C)C)C)(C)O